ClC1=CC(=CN2C=CC=C12)C1(CC(C1)C)C=1N(C(=NN1)S)C 5-(1-(8-chloroindolizine-6-yl)-3-methylcyclobutyl)-4-methyl-4H-1,2,4-triazole-3-thiol